C(C1=CC=CC=C1)OC(=O)N1[C@H](CN(C[C@@H]1C)S(=O)(=O)C1=CC=C(C=C1)[N+](=O)[O-])CC(=O)N (2S,6S)-2-(2-amino-2-oxoethyl)-6-methyl-4-((4-nitrophenyl)sulfonyl)piperazine-1-carboxylic acid benzyl ester